OC1(C(C(=O)N)C=CC=C1)C 2-hydroxy-2-methylbenzamide